bis(3-hydroxyphenyl-2-hydroxyphenyl)-2-hydroxyphenylmethane OC=1C=C(C=CC1)C=1C(=C(C=CC1)C(C1=C(C=CC=C1)O)C1=C(C(=CC=C1)C1=CC(=CC=C1)O)O)O